2-(4-chloro-5-cyclopropyl-7H-pyrrolo[2,3-d]pyrimidin-7-yl)isonicotinic acid ClC=1C2=C(N=CN1)N(C=C2C2CC2)C=2C=C(C(=O)O)C=CN2